tert-Butyl 2-[1-[6-methyl-2-(2-methylindazol-3-yl)-4-oxo-chromen-8-yl]ethylamino]benzoate CC=1C=C2C(C=C(OC2=C(C1)C(C)NC1=C(C(=O)OC(C)(C)C)C=CC=C1)C=1N(N=C2C=CC=CC12)C)=O